D-3-amino-4-((5-phenylpyridazin-3-yl)amino)thieno[2,3-b]Pyridine-2-carboxylic acid methyl ester COC(=O)C1=C(C=2C(=NC=CC2NC=2N=NC=C(C2)C2=CC=CC=C2)S1)N